C(#N)CCOP(N(C(C)C)C(C)C)N(C(C)C)C(C)C 2-cyanoethyl-N,N,N',N'-tetraiso-propylphosphorodiamidite